C(C)(C)(C)C1=CC=2N(N=C1OCC1=NC=C(C(=O)NC(CO)(C)C)C=C1)C(=NN2)C2=NOC(=C2)C 6-[7-tert-butyl-3-(5-methylisoxazol-3-yl)-[1,2,4]triazolo[4,3-b]pyridazin-6-yloxymethyl]-N-(2-hydroxy-1,1-dimethyl-ethyl)-nicotinamide